BrC=1C(=C(C=CC1)S)NC 3-bromo-2-(methylamino)benzenethiol